7-bromo-5-methoxy-2,2-dimethyl-2,3-dihydro-1H-inden-1-one BrC=1C=C(C=C2CC(C(C12)=O)(C)C)OC